NC=1CC(=CC2=C(N1)C=C(C=C2)C2=CC=C(C(=O)N1[C@H](CCC1)C(=O)O)C=C2)C(N(CCC)OCC)=O (R)-1-(4-(2-amino-4-(ethoxy(propyl)carbamoyl)-3H-benzo[b]azepin-8-yl)benzoyl)pyrrolidine-2-carboxylic acid